Cl.CC1(C(CNC1)O)C(F)(F)F 4-Methyl-4-(trifluoromethyl)pyrrolidin-3-ol hydrochloride